C(#CCCC)O.[C] carbon pentynol